ClC1=C(C=CC(=C1)F)C1(CC1)/C(/NOC(=O)C1=NN(C(=C1)C(F)(F)F)C)=N/[H] (Z)-1-(2-chloro-4-fluorophenyl)-N-((1-methyl-5-(trifluoromethyl)-1H-pyrazole-3-carbonyl)oxy)cyclopropane-1-carboximidamide